2-(N-(2-(2-(4-bromophenyl)-2-oxoethoxy)-2-oxo-1,1-diphenylethyl)benzamido)ethyl octanoate C(CCCCCCC)(=O)OCCN(C(C1=CC=CC=C1)=O)C(C(=O)OCC(=O)C1=CC=C(C=C1)Br)(C1=CC=CC=C1)C1=CC=CC=C1